trans-1-(2-chlorophenyl)-1,3-butadiene ClC1=C(C=CC=C1)\C=C\C=C